(4-((R)-2-amino-3-(1H-1,2,4-triazol-1-yl)propoxy)phenyl)((R)-3-(4-fluorophenyl)pyrrolidin-1-yl)methanone, Hydrochloride Cl.N[C@@H](COC1=CC=C(C=C1)C(=O)N1C[C@H](CC1)C1=CC=C(C=C1)F)CN1N=CN=C1